3-[3-(chlorocarbonyl)-5-(2-methoxyacetamido)benzamido]propane ClC(=O)C=1C=C(C(=O)NCCC)C=C(C1)NC(COC)=O